1-(2-fluorobenzyl)piperazine FC1=C(CN2CCNCC2)C=CC=C1